ClC=1C(=C(C=CC1F)[C@@H](NC(=O)N1[C@H](C(NCC1)=O)C1CC1)[C@@H]1C[C@H](C1)C(F)(F)F)F (S)-N-((S)-(3-chloro-2,4-difluorophenyl)(trans-3-(trifluoromethyl)cyclobutyl)-methyl)-2-cyclopropyl-3-oxopiperazine-1-carboxamide